(S)-4-((1-(2-chlorophenyl)ethyl)amino)benzoic acid ClC1=C(C=CC=C1)[C@H](C)NC1=CC=C(C(=O)O)C=C1